4,5,6,7-tetrahydrothiazolo[4,5-c]pyridine-2-carboxamide S1C(=NC=2CNCCC21)C(=O)N